FC(OC1=C(C=CC(=C1)F)C1=NC=C2N(C(N(C2=N1)CC1=CC=C(C=C1)C=1N(C=C(N1)C(F)(F)F)C)=N)C)F 2-[2-(difluoromethoxy)-4-fluoro-phenyl]-7-methyl-9-[[4-[1-methyl-4-(trifluoromethyl)imidazol-2-yl]phenyl]methyl]purin-8-imine